O1CC(CC1)C=1NN2C(=CNC=C2)C1 (tetrahydrofuran-3-yl)-5H-pyrazolo[1,5-a]pyrazine